1-(trans-4-cyanotetrahydro-2H-pyran-3-yl)-3-[(3,4-diethyl-2-hydroxy-1,2-benzoxaborinin-6-yl)amino]pyrazole-4-carboxamid C(#N)[C@H]1[C@@H](COCC1)N1N=C(C(=C1)C(=O)N)NC=1C=CC2=C(C(=C(B(O2)O)CC)CC)C1